(S)-N1-(1-(2-(Bicyclo[1.1.1]pentan-1-ylamino)-2-oxoethyl)-2-oxo-1,2-dihydropyridin-3-yl)-N6-methyl-5-oxo-2-(1,3,4-thiadiazol-2-carboxamido)hexandiamid C12(CC(C1)C2)NC(CN2C(C(=CC=C2)NC([C@H](CCC(C(=O)NC)=O)NC(=O)C=2SC=NN2)=O)=O)=O